(2-(2,4-dichlorophenyl)-2,3-dihydrobenzo[b][1,4]dioxin-6-yl)methylamine ClC1=C(C=CC(=C1)Cl)C1COC2=C(O1)C=CC(=C2)CN